C1(CC1)C=1C=C(C(=NC1)C(=O)N([C@@H]1CNC[C@@H](C1)C(=O)N1[C@H](COCC1)C)CC(C)C)NC1CC1 5-cyclopropyl-3-(cyclopropylamino)-N-isobutyl-N-((3S,5r)-5-((S)-3-methylmorpholine-4-carbonyl)piperidin-3-yl)pyridinecarboxamide